NC=1C=C(C=CC1)SC=1N=CC(=NC1)N1C=CC(C=C1)(C)NC(OC(C)(C)C)=O tert-butyl (1-(5-((3-aminophenyl)thio)pyrazin-2-yl)4-methylpyridin-4-yl)carbamate